NC(CC(=O)O)CC1=CC=NC=C1 3-amino-4-(4-pyridyl)-butyric acid